CC[C@@H]([C@@H](CCCCC)O)O (3S,4R)-nonane-3,4-diol